ClC1=CC=CC=2N1N=C(C2)[C@H]2N(CCC1=C2N=CN1)C(=O)C1=C(N=C(O1)[C@H](C)O)C(F)F ((S)-4-(7-chloropyrazolo[1,5-a]pyridin-2-yl)-6,7-dihydro-1H-imidazo[4,5-c]pyridin-5(4H)-yl)(4-(difluoromethyl)-2-((S)-1-hydroxyethyl)oxazol-5-yl)methanone